7-(2-Fluoro-phenyl)-9-methyl-5H-benzo[c]pyrimido[4,5-e]azepin FC1=C(C=CC=C1)C1=NCC2=C(C3=C1C=C(C=C3)C)N=CN=C2